FC=1C=C(CN2C3=C(C(=C(CC2=O)C(COC)=O)O)C=CC=C3)C=CC1C 1-(3-fluoro-4-methylbenzyl)-5-hydroxy-4-(2-methoxyacetyl)-1,3-dihydro-2H-benzo[b]azepin-2-one